ClC=1C(=CC=2C3=C(C(=NC2C1)NCP(O)(O)=O)CN([C@H]3C)C(COC)=O)OC (S)-(((7-chloro-8-methoxy-2-(2-methoxyacetyl)-1-methyl-2,3-dihydro-1H-pyrrolo[3,4-c]quinolin-4-yl)amino)methyl)phosphonic acid